4-methyl-3-oxo-2-(propan-2-ylidene)pentanenitrile CC(C(C(C#N)=C(C)C)=O)C